1,1,1,3,3,3-hexafluoropropan-2-yl (R or S)-1-((6-methylpyridin-3-yl)carbamoyl)-6-azaspiro[2.5]octane-6-carboxylate CC1=CC=C(C=N1)NC(=O)[C@@H]1CC12CCN(CC2)C(=O)OC(C(F)(F)F)C(F)(F)F |o1:10|